BrC=1C(=NC(=C(N1)C)Br)C(=O)OCC ethyl 3,6-dibromo-5-methylpyrazine-2-carboxylate